3-(cyclobutylmethyl)-4a,7-dihydroxy-2,3,4,4a,5,6,7,7a-octahydro-1H-4,12-methanobenzofuro[3,2-e]isoquinolin-9-yl 2-methoxybut-2-enoate COC(C(=O)OC1=CC=C2C3=C1OC1C34CCN(C(C4(CCC1O)O)C2)CC2CCC2)=CC